O1C(=C(C(=O)C=2C(O)=CC(O)=CC12)C(=O)[O-])C1=CC(O)=C(O)C=C1 luteolinAt